ClC1=C(C=CC=C1NC(=O)NS(=O)(=O)C1=CC=CC=C1)SC=1N=C(C(=NC1C)N1CCC2([C@@H]([C@@H](OC2)C)NC(OC(C)(C)C)=O)CC1)CO tert-Butyl ((3S,4S)-8-(5-((2-chloro-3-(3-(phenylsulfonyl)ureido)phenyl)thio)-3-(hydroxymethyl)-6-methylpyrazin-2-yl)-3-methyl-2-oxa-8-azaspiro[4.5]decan-4-yl)carbamate